4-(azetidin-1-ylmethyl)-3-(2-chloro-3-((N-methylsulfamoyl)amino)benzyl)-6-fluoro-2-oxo-2H-chromen-7-yl dimethylcarbamate CN(C(OC1=C(C=C2C(=C(C(OC2=C1)=O)CC1=C(C(=CC=C1)NS(NC)(=O)=O)Cl)CN1CCC1)F)=O)C